C(C)C1(C(OCC=2C(N3CC=4N(C5=CC=C(C=C5C(C4C3=CC21)=O)F)C=2C=NN1C2CNCC1)=O)=O)O 4-ethyl-8-fluoro-4-hydroxy-11-(4,5,6,7-tetrahydropyrazolo[1,5-a]pyrazin-3-yl)-1H-pyrano[3',4':6,7]indolizino[2,1-b]quinoline-3,6,14(4H,11H,12H)-trione